4-AMINO-2-(TRIFLUOROMETHYL)BENZALDEHYDE NC1=CC(=C(C=O)C=C1)C(F)(F)F